3-(4-((((1S,3S)-3-((4-(3-isopropyl-2-methyl-2H-indazol-5-yl)pyrimidin-2-yl)amino)cyclopentyl)amino)methyl)-1-oxoisoindolin-2-yl)piperidine-2,6-dione C(C)(C)C=1N(N=C2C=CC(=CC12)C1=NC(=NC=C1)N[C@@H]1C[C@H](CC1)NCC1=C2CN(C(C2=CC=C1)=O)C1C(NC(CC1)=O)=O)C